S[C@@H](CO)C1=CC=CC=C1 (R)-2-mercapto-2-phenylethan-1-ol